CC=1N=NN(C1COC=1C=C2CCN(CC2=CN1)C(CC)=O)C=1C=NC(=CC1)C(F)(F)F 1-[6-({4-methyl-1-[6-(trifluoromethyl)pyridin-3-yl]-1H-1,2,3-triazol-5-yl}methoxy)-1,2,3,4-tetrahydro-2,7-naphthyridin-2-yl]propan-1-one